C(CCC)NC(CCCCCCCCCCC(=O)NCCC(=O)O)=O 3-(12-(butylamino)-12-oxododecanamido)propanoic acid